2-methyl-1H-indole-1-carboxylate CC=1N(C2=CC=CC=C2C1)C(=O)[O-]